3-(5-amino-3-chloropyrazin-2-yl)-1-(3,3-difluorocyclobutyl)prop-2-yn-1-ol NC=1N=C(C(=NC1)C#CC(O)C1CC(C1)(F)F)Cl